C(C#C)C(CC#C)F dipropargyl-methyl fluoride